fluorene ammonium [NH4+].C1=CC=CC=2C3=CC=CC=C3CC12